(R)-1-(6-fluoro-1H-indol-2-yl)propan-2-amine FC1=CC=C2C=C(NC2=C1)C[C@@H](C)N